C(C)(C)NC1=NS(C2=C1C=CC=C2)(=O)=O N-isopropyl-1,1-dioxo-1,2-benzothiazol-3-amine